2-methyl-5-[5-methyl-4-({5H,6H,7H,8H-pyrido[3,4-c]pyridazin-3-yloxy}methyl)-1,2-oxazol-3-yl]pyridine-2-carboxylic acid tert-butyl ester C(C)(C)(C)OC(=O)C1(NC=C(C=C1)C1=NOC(=C1COC1=CC2=C(N=N1)CNCC2)C)C